4-[1-(bromodifluoromethyl)-3-phenyl-1H-pyrazol-4-yl]-7-methoxy-6-nitroquinazoline BrC(N1N=C(C(=C1)C1=NC=NC2=CC(=C(C=C12)[N+](=O)[O-])OC)C1=CC=CC=C1)(F)F